FC=1C=CC(=NC1)C(=O)OC\C=C(\CCC=C(C)C)/C (E)-3,7-dimethylocta-2,6-dien-1-yl 5-fluoropicolinate